N1(CCNCC1)C(=O)C1=CC=C(C=C1)C1=NC2=C(N1)C=CC=C2C(=O)N 2-(4-(piperazine-1-carbonyl)phenyl)-1H-benzo[d]imidazole-4-carboxamide